C(C)N(C(C(C)C)=O)CCC N-ethyl-N-propylisobutyramide